o-methyl-benzyl-acetonitrile CC1=C(CCC#N)C=CC=C1